tert-butyl (R)-4-(6-chlorobenzo[d][1,3]dioxol-5-yl)-3-((3-chloropropyl)amino)butanoate ClC=1C(=CC2=C(OCO2)C1)C[C@H](CC(=O)OC(C)(C)C)NCCCCl